[N+](=O)([O-])C1=C(C(=CC(=C1)[N+](=O)[O-])[N+](=O)[O-])S(=O)(=O)Cl 2,4,6-trinitrophenylsulfonyl chloride